CSCCN1C(NC=2N=CNC(C12)=O)=O 7-(2-(methylthio)ethyl)-7,9-dihydro-1H-purine-6,8-dione